FC(CCCSCCCCCCCCC[C@H]1[C@H]2[C@@H]3CC[C@@H]([C@@]3(C)CC[C@@H]2C=2C=CC(=CC2C1)O)O)(C(F)(F)F)F (7α,17β)-7-[9-[(4,4,5,5,5-pentafluoropentyl)thio]nonyl]-estra-1,3,5(10)-triene-3,17-diol